C1(CC1)NC(=O)C1=NNC2=CC(=CC=C12)C=1C=NC(=C(C1)C(NCC1=C(C=CC=C1)OC(F)(F)F)=O)OC N-cyclopropyl-6-[6-methoxy-5-({[2-(trifluoromethoxy)phenyl]-methyl}carbamoyl)pyridin-3-yl]-1H-indazole-3-carboxamide